C(CCCCCCC)[Si](OCCC)(OCCC)OCCC n-Octyl-tri-n-propoxysilan